3-(1H-Indol-2-yl)-1-isopropyl-pyrazolo[3,4-d]pyrimidin-4-amine N1C(=CC2=CC=CC=C12)C1=NN(C2=NC=NC(=C21)N)C(C)C